C(CCC)[Sn](CCCC)=S di(n-butyl)tin (IV) sulfide